(4S,2RS)-2-METHYLTHIAZOLIDINE-4-CARBOXYLIC ACID C[C@H]1SC[C@@H](N1)C(=O)O |&1:1|